FC1=CC(=CC2=C1OC(O2)(C)C)C=O 7-fluoro-2,2-dimethylbenzo[d][1,3]dioxole-5-carbaldehyde